NCC1=NNC(C2=CC=C(C=C12)C=1C=NC(=NC1)C(F)(F)F)=O 4-(aminomethyl)-6-(2-(trifluoromethyl)-pyrimidin-5-yl)phthalazin-1(2H)-one